ClC1=CN(C2=CC=CC=C12)C1=NOC(=N1)C1=CC(=C(C=C1)OC(C)C)Cl 3-chloro-1-(5-(3-chloro-4-isopropyloxyphenyl)-1,2,4-oxadiazol-3-yl)-1H-indole